B1(OB2OB(OB(O1)O2)[O-])[O-].[Na+].[Na+] disodium bicyclo[3.3.1]tetraboroxane-3,7-bis(olate)